2,2'-((((2-(3-(2-((cyanomethyl)amino)ethyl)-2-oxoimidazolidin-1-yl)ethyl)azanediyl)bis(ethane-2,1-diyl))bis(azanediyl))diacetonitrile C(#N)CNCCN1C(N(CC1)CCN(CCNCC#N)CCNCC#N)=O